6-(Difluoromethoxy)-5-[3-(propan-2-yloxy)phenyl]pyridin FC(OC1=C(C=CC=N1)C1=CC(=CC=C1)OC(C)C)F